P(=O)(OC1=C(C=C(C=C1)Cl)C(NC1=CC(=CC(=C1)C(F)(F)F)C(F)(F)F)=O)(O)[O-] 2-{[3,5-bis(trifluoromethyl) phenyl] carbamoyl}-4-chlorophenyl hydrogen phosphate